N-(3-bromo-2-cyano-4-fluorophenyl)-5-chloro-2-methoxypyridine-3-sulfonamide BrC=1C(=C(C=CC1F)NS(=O)(=O)C=1C(=NC=C(C1)Cl)OC)C#N